N7-butyl-1-{[5-({[2-(dimethylamino)ethyl](methyl)-amino}methyl)-2-methoxy-phenyl]methyl}-1H-pyrazolo[4,3-d]pyrimidine-5,7-diamine C(CCC)NC=1C2=C(N=C(N1)N)C=NN2CC2=C(C=CC(=C2)CN(C)CCN(C)C)OC